methyl 3-((S)-2-oxopyrrolidin-3-yl)propanoate O=C1NCC[C@@H]1CCC(=O)OC